FC(C1=CC=C(OC2(CCCC2)CN2CCC3(CS(C3)(=O)=O)CC2)C=C1)(F)F 7-((1-(4-(Trifluoromethyl)phenoxy)cyclopentyl)methyl)-2-thia-7-azaspiro[3.5]nonane 2,2-dioxide